1-phenyl-4-(trimethylsilyl)-3-butyn-2-one C1(=CC=CC=C1)CC(C#C[Si](C)(C)C)=O